5'-tert-butyl-5-(2,4,4-trimethylpentan-2-yl)biphenyl-2-ol C(C)(C)(C)C=1C=CC=C(C1)C=1C(=CC=C(C1)C(C)(CC(C)(C)C)C)O